BrCC1=C(C=C(C=C1)N1N=NC(=C1)C1CC1)F 1-[4-(bromomethyl)-3-fluoro-phenyl]-4-cyclopropyl-triazole